CC1=CC(CC(C1)C)=O 3,5-dimethyl-2-cyclohexenone